ClC=1C(=CC2=C(CC(O2)C=2C=C(C#N)C=CC2)C1)F 3-(5-chloro-6-fluoro-2,3-dihydrobenzofuran-2-yl)benzonitrile